ClC=1C=CC(=C(C1)O)C1=C2C(=C(N=N1)N[C@@H]1COCC1(C)C)C=NC=C2 (S)-5-chloro-2-(4-((4,4-dimethyltetrahydrofuran-3-yl)amino)pyrido[3,4-d]pyridazin-1-yl)phenol